6-(acryloxy)hexanoic acid C(C=C)(=O)OCCCCCC(=O)O